1-{1-[4-chloro-4'-(4-propylpiperazin-1-yl) [biphenyl]-2-yl] piperidin-3-yl}-5-(difluoromethyl)-1H-pyrazole-4-carboxylate ClC1=CC(=C(C=C1)C1=CC=C(C=C1)N1CCN(CC1)CCC)N1CC(CCC1)N1N=CC(=C1C(F)F)C(=O)[O-]